C(CCCCCCCCCCCCCCC)[NH+](CCO)CCCCCCCCCCCCCCCC dipalmitylhydroxyethylammonium